3-methoxy-2-({(3R,6R)-1-[(6-methoxy-2-pyrimidin-2-ylpyridin-3-yl)carbonyl]-6-methylpiperidin-3-yl}oxy)pyridine-4-carbonitrile COC=1C(=NC=CC1C#N)O[C@H]1CN([C@@H](CC1)C)C(=O)C=1C(=NC(=CC1)OC)C1=NC=CC=N1